FC(C1=C(C=C2CCCN(C2=C1)C=1C=C2C(=CN(C2=C(C1)C(C)C)COCC[Si](C)(C)C)C(=O)OC(C)(C)C)C=1C=NC(=CC1)C(=O)OC)F tert-butyl 5-(7-(difluoromethyl)-6-(6-(methoxycarbonyl)pyridin-3-yl)-3,4-dihydroquinolin-1(2H)-yl)-7-isopropyl-1-((2-(trimethylsilyl)ethoxy)methyl)-1H-indole-3-carboxylate